OCC=1N(C2=CC=CC(=C2C1C)C)C(=O)OC(C)(C)C tert-butyl 2-(hydroxymethyl)-3,4-dimethyl-1H-indole-1-carboxylate